F[C@@H]1C[C@@]2(CCCN2C1=O)CO (2R,7aS)-2-fluoro-7a-(hydroxymethyl)hexahydro-3H-pyrrolizin-3-one